FC1=C(C(=O)OCC)C(=CC(=C1)F)F ethyl 2,4,6-trifluorobenzoate